(S)-5-(azetidin-2-ylmethoxy)-N-(1-(7-(1-(difluoromethyl)-1H-pyrazol-3-yl)-2-methylquinolin-5-yl)cyclopropyl)-2-methylbenzamide N1[C@@H](CC1)COC=1C=CC(=C(C(=O)NC2(CC2)C2=C3C=CC(=NC3=CC(=C2)C2=NN(C=C2)C(F)F)C)C1)C